FC(N1N=CC(=C1)N1CC=2C(=NC=CC2C1=O)C1=C(C=C(C=C1)F)OCC(F)(F)F)F 2-[1-(difluoromethyl)-1H-pyrazol-4-yl]-4-[4-fluoro-2-(2,2,2-trifluoroethoxy)phenyl]-2,3-dihydro-1H-pyrrolo[3,4-c]pyridin-1-one